PYRIMIDINECARBOXAMIDE N1=C(N=CC=C1)C(=O)N